BrCC=1C=CC(=C(C#N)C1)OC(C)C 5-(Bromomethyl)-2-isopropoxybenzonitrile